C(=O)C1=CC=C(C=C1)OC#CC propynyl (4-formyl)phenyl ether